Dithio-phosphat P(=S)([S-])([O-])[O-]